S([O-])(O)(=O)=O.[NH4+] Ammonium bisulphate